C(C)OC1=CC=C(C=C1)NC=1N=CC2=C(N1)N(CC(=C2)C2=C(C=CC=C2Cl)Cl)C 2-[(4-Ethoxyphenyl)amino]-8-methyl-6-(2,6-dichlorophenyl)pyrido[2,3-d]pyrimidine